CC=1N=C(C2=C(N1)N=C(C(=C2)C2=NC=CC=C2)N2CCCC2)N[C@H](C)C2=CC(=CC(=C2)C(F)(F)F)[N+](=O)[O-] (R)-2-methyl-N-(1-(3-nitro-5-(trifluoromethyl)phenyl)ethyl)-6-(pyridin-2-yl)-7-(pyrrolidin-1-yl)pyrido[2,3-d]pyrimidin-4-amine